COC([C@H](CC=C)NC(=O)OC(C)(C)C)=O (S)-2-((tert-Butoxycarbonyl)amino)pent-4-enoic acid methyl ester